Phosphorylacetic acid P(=O)#CC(=O)O